1-(3-(4,4,5,5-Tetramethyl-1,3,2-dioxaborolan-2-yl)phenyl)pyrrolidin-2-one CC1(OB(OC1(C)C)C=1C=C(C=CC1)N1C(CCC1)=O)C